6-hydroxy-2-(1H-pyrazol-4-yl)-6,7,8,9-tetrahydro-5H-thieno[2,3-c]quinolin-4-one OC1CCCC=2C3=C(C(NC12)=O)SC(=C3)C=3C=NNC3